Bis(2-methylallyl)-(bis(diphenylphosphino)-butane) CC(CC(C(C)(P(C1=CC=CC=C1)C1=CC=CC=C1)CC(=C)C)(C)P(C1=CC=CC=C1)C1=CC=CC=C1)=C